N1C(CCCC12CCNCC2)=O 1,9-diazaspiro[5.5]undecan-2-one